caprylic acid, glycidyl ester C(CCCCCCC)(=O)OCC1CO1